FC=1C=C2C=NN(C2=C(C1)NS(=O)(=O)C=1C=NN(C1)C1=NC=CC(=C1)C(F)(F)F)C N-(5-FLUORO-1-METHYL-1H-INDAZOL-7-YL)-1-(4-(TRIFLUOROMETHYL)PYRIDIN-2-YL)-1H-PYRAZOLE-4-SULFONAMIDE